tert-Butyl N-[2-[1-[2-(6-chloropyridazin-4-yl)oxy-4-cyanophenyl]pyrazol-4-yl]ethyl]carbamate ClC1=CC(=CN=N1)OC1=C(C=CC(=C1)C#N)N1N=CC(=C1)CCNC(OC(C)(C)C)=O